FC(C=1C=C(C=CC1)C=1NC(=CN1)C(=O)O)(F)F 2-[3-(trifluoromethyl)phenyl]-1H-imidazole-5-carboxylic acid